ClC1=NC2=CC(=C(C=C2N=C1Cl)Cl)Cl 2,3,6,7-tetrachloroquinoxaline